F[C@@H]1[C@@]2(C[C@H](C[C@](C1)(N2C)C)N(C2=CC=C(N=N2)C2=C(C=C(C=C2)N2C=NC=C2)O)C)C 2-(6-(((1R,3S,5S,6S)-6-fluoro-1,5,8-trimethyl-8-azabicyclo[3.2.1]octan-3-yl)(methyl)amino)pyridazin-3-yl)-5-(1H-imidazol-1-yl)phenol